C(C)(C)(C)OC(=O)N1C(COCCC1)C1=C(C=C(C(=C1)[N+](=O)[O-])SCC(=O)OC)Cl 3-[2-chloro-4-(2-methoxy-2-oxo-ethyl)sulfanyl-5-nitro-phenyl]-1,4-oxazepan-4-carboxylic acid tert-butyl ester